8-chloro-2-[2-[3-[(3R,4S)-3,4-dihydroxypyrrolidin-1-yl]propoxy]-4-(trifluoromethyl)phenyl]chromen-4-one ClC=1C=CC=C2C(C=C(OC12)C1=C(C=C(C=C1)C(F)(F)F)OCCCN1C[C@H]([C@H](C1)O)O)=O